(E)-3-(1H-indol-6-yl)-1-(4-(6-methoxynicotinoyl)piperazin-1-yl)prop-2-en-1-one N1C=CC2=CC=C(C=C12)/C=C/C(=O)N1CCN(CC1)C(C1=CN=C(C=C1)OC)=O